{1-[(3,3-Difluorocyclobutyl)methyl]-1H-pyrazol-4-yl}-8-(5,5-dimethyl-2,5-dihydrofuran-3-yl)-7-[(7-fluoro-2-methyl-1H-1,3-benzodiazol-6-yl)oxy]quinoxaline FC1(CC(C1)CN1N=CC(=C1)C1=NC2=C(C(=CC=C2N=C1)OC=1C=CC2=C(NC(=N2)C)C1F)C=1COC(C1)(C)C)F